C(C)OC(=O)C=1N(C(=C(C1)C)CN1CCN(CC1)C1=CC=NC=C1)CC 1-Ethyl-4-methyl-5-((4-(pyridin-4-yl)piperazin-1-yl)methyl)-1H-pyrrole-2-carboxylic acid ethyl ester